[O-2].[Zn+2].[Ni+2].[Ag+] silver-nickel zinc oxide